4-(5-Fluoro-1,2,3,4-tetrahydroquinolin-2-yl)benzamide FC1=C2CCC(NC2=CC=C1)C1=CC=C(C(=O)N)C=C1